C(C(O)C)(=O)O.C(CCCCCCCCCCCCCCCCC)(=O)O.OCC(O)CO glycerin monostearate lactate